2-(tert-butyl)-4-chloro-5-((4-((2-fluoroethoxy)methyl)phenyl)ethynyl)pyridazin C(C)(C)(C)N1NC=C(C(=C1)Cl)C#CC1=CC=C(C=C1)COCCF